(2R,4S,6R)-2-methyl-N-((S,E)-4-(methylsulfonyl)but-3-en-2-yl)-6-phenyl-4-(trifluoromethyl)piperidine-1-carboxamide C[C@H]1N([C@H](C[C@H](C1)C(F)(F)F)C1=CC=CC=C1)C(=O)N[C@@H](C)\C=C\S(=O)(=O)C